[3-(1-amino-4-methylphthalazin-6-yl)-4-cyano-5-fluorophenyl]boronic acid formate salt C(=O)O.NC1=NN=C(C2=CC(=CC=C12)C=1C=C(C=C(C1C#N)F)B(O)O)C